N=1N(N=CC1)C1=C(C=C(C=N1)NC(C1=C(C=C(C=C1)Br)F)=O)C(F)(F)F N-(6-(2H-1,2,3-triazol-2-yl)-5-(trifluoromethyl)pyridin-3-yl)-4-bromo-2-fluorobenzamide